(1R,3R,5R)-2-(5-bromo-2-methylisonicotinoyl)-2-azabicyclo[3.1.0]Hexane-3-carboxylic acid benzyl ester C(C1=CC=CC=C1)OC(=O)[C@@H]1N([C@@H]2C[C@@H]2C1)C(C1=CC(=NC=C1Br)C)=O